tridecane-1,13-diyl dioleate C(CCCCCCC\C=C/CCCCCCCC)(=O)OCCCCCCCCCCCCCOC(CCCCCCC\C=C/CCCCCCCC)=O